1-[2-methyl-5-(1-oxa-4,9-diazaspiro[5.5]undecane-4-carbonyl)phenyl]-1,3-diazinane-2,4-dione CC1=C(C=C(C=C1)C(=O)N1CCOC2(C1)CCNCC2)N2C(NC(CC2)=O)=O